3-(6-Chloro-2-fluoro-9H-purin-9-yl)propan-1-ol ClC1=C2N=CN(C2=NC(=N1)F)CCCO